C1(=CC=CC=C1)C=1N=CNC(C1)=O 4-phenyl-1H-pyrimidin-6-one